(S)-2-((3-(4-((2-amino-4-(1-hydroxyhexan-3-ylamino)-6-methylpyrimidin-5-yl)methyl)-3-methoxyphenoxy)propyl)(2,2-difluoroethyl)amino)acetic acid NC1=NC(=C(C(=N1)N[C@H](CCO)CCC)CC1=C(C=C(OCCCN(CC(=O)O)CC(F)F)C=C1)OC)C